C1(CCCCC1)C1=CC=C(OCCN(C2=CC(=C(C=C2)C=C(C#N)C#N)C)CC)C=C1 2-[[4-[[2-(4-cyclohexylphenoxy)ethyl]ethylamino]-2-methylphenyl]methylene]-malononitrile